CC1=C(C(=O)NC2=C(C3=C(S2)CCCC3)C(=O)O)C=CC(=C1)C1=NOC(C1)(C(F)(F)F)C1=CC(=C(C(=C1)Cl)Cl)Cl 2-(2-Methyl-4-(5-(3,4,5-trichlorophenyl)-5-(trifluoromethyl)-4,5-dihydroisoxazol-3-yl)benzamido)-4,5,6,7-tetrahydrobenzo[b]thiophene-3-carboxylic acid